tris(2-cyanoethyl)phosphite C(#N)CCOP(OCCC#N)OCCC#N